CC=1C(=NC=C(C(=O)NC2=CC(=CC=C2)[C@H](C)NC=2N=C3C(=NC2)NC=C3C=3C=NN(C3)C)C1)N1CCCC1 (S)-5-methyl-N-(3-(1-((7-(1-methyl-1H-pyrazol-4-yl)-5H-pyrrolo[2,3-b]pyrazin-2-yl)amino)ethyl)phenyl)-6-(pyrrolidin-1-yl)nicotinamide